5-(3-((trans)-4-(2-((2S,4r,6R)-2,6-dimethylpiperidin-4-yl)ethoxy)cyclohexyl)-4,4-dimethyl-5-oxo-2-thioxoimidazolidin-1-yl)-3-(trifluoromethyl)picolinonitrile C[C@@H]1N[C@@H](CC(C1)CCO[C@@H]1CC[C@H](CC1)N1C(N(C(C1(C)C)=O)C=1C=C(C(=NC1)C#N)C(F)(F)F)=S)C